3-((2r,4s)-2-(2,5-difluorophenyl)-4-fluoropyrrolidin-1-yl)-5-(1-(methylsulfonyl)-1H-pyrazol-4-yl)-1-((2-(trimethylsilyl)ethoxy)methyl)-1H-pyrazolo[3,4-b]pyridine FC1=C(C=C(C=C1)F)[C@@H]1N(C[C@H](C1)F)C1=NN(C2=NC=C(C=C21)C=2C=NN(C2)S(=O)(=O)C)COCC[Si](C)(C)C